NCC=1C=CC(=NC1)N 5-(aminomethyl)pyridin-2-amine